N1(CCNCC1)CCNC(OC(C)(C)C)=O tert-butyl N-(2-piperazin-1-ylethyl)carbamate